C1(CC1)C(=O)NC1=NC=C(C(=O)NC([2H])([2H])[2H])C(=C1)NC1=CSC=2N=CN(C(C21)=O)CC 6-(Cyclopropanecarboxamido)-4-((3-ethyl-4-oxo-3,4-dihydrothieno[2,3-d]pyrimidin-5-yl)amino)-N-(methyl-d3)nicotinamide